FC(C1=NC2=CC=CC=C2N=C1)(F)F 2-(trifluoromethyl)quinoxaline